C(C)(C)(C)C1=CC=C(C=C1)C1=NC(=NN1C)CN1CC2CC2C1 3-((5-(4-(tert-butyl)phenyl)-1-methyl-1H-1,2,4-triazol-3-yl)methyl)-3-azabicyclo[3.1.0]hexane